[Cl-].[Cl-].[Cl-].ClC=1C(=C(C=CC1)Cl)Cl trichlorobenzene trichloride